N12CC(C(CC1)C2)=O 1-azabicyclo[2.2.1]heptan-3-one